C(C)C=1C(NC=2C=C(C=NC2C1)CN1CCN(CC1)C=1C=CC(=NC1)NC(=O)[C@@H]1CN(CC1)C)=O (S)-N-(5-(4-((7-ethyl-6-oxo-5,6-dihydro-1,5-naphthyridin-3-yl)methyl)piperazin-1-yl)pyridin-2-yl)-1-methylpyrrolidine-3-carboxamide